[(tert-butoxy)carbonyl]({[(tert-butoxy)carbonyl]amino}amino)cyclohexane-1-carboxylate C(C)(C)(C)OC(=O)C1C(CCCC1)(C(=O)[O-])NNC(=O)OC(C)(C)C